5-((3-(4-chlorophenyl)-1,2,4-oxadiazol-5-yl)amino)-N'-hydroxypyridineformamidine ClC1=CC=C(C=C1)C1=NOC(=N1)NC=1C=CC(=NC1)C(=NO)N